BrC1=CC(=C(\C=N\[S@](=O)C(C)(C)C)C=C1)OC (R,E)-N-(4-bromo-2-methoxybenzylidene)-2-methylpropane-2-sulfinamide